5-(3,4-dimethoxyphenyl)-N-isobutyl-imidazo[2,1-b][1,3,4]thiadiazol-2-amine COC=1C=C(C=CC1OC)C1=CN=C2SC(=NN21)NCC(C)C